[[1-[(1-phenyl-1H-1,2,3-triazol-4-yl)methyl]pyridin-1-ium-4-carbonyl]amino]ammonium Bistrifluoroacetate FC(C(=O)[O-])(F)F.FC(C(=O)[O-])(F)F.C1(=CC=CC=C1)N1N=NC(=C1)C[N+]1=CC=C(C=C1)C(=O)N[NH3+]